FC(C=1N=NC2=C(C=C(C=C2C1)C(=O)O)OC)F 3-(difluoromethyl)-8-methoxycinnoline-6-carboxylic acid